diethylpropyl-(2-ethoxyethyl)phosphonium methyl-3-((2-(tert-butoxy)-2-oxoethyl)amino)-4-chloro-2-nitrobenzoate COC(C1=C(C(=C(C=C1)Cl)NCC(=O)OC(C)(C)C)[N+](=O)[O-])=O.C(C)[P+](CCOCC)(CCC)CC